3-azidobutanoate N(=[N+]=[N-])C(CC(=O)[O-])C